C(C)(C)(C)OC(=O)N1CC2(C1)CC(C(CC2)O)C 7-hydroxy-6-methyl-2-azaspiro[3.5]nonane-2-carboxylic acid tert-butyl ester